2-((6-(hydroxymethyl)-9-methyl-2-(p-tolyl)-5H-pyrido[4',3':5,6]pyrano[2,3-d]pyrimidin-4-yl)thio)-N-phenylacetamide OCC1=CN=C(C2=C1CC1=C(N=C(N=C1SCC(=O)NC1=CC=CC=C1)C1=CC=C(C=C1)C)O2)C